HAFNIUM-ZIRCONIUM [Zr].[Hf]